C1([C@@H](O)[C@@H](O)[C@H](O)[C@H](O1)CO)C([C@@H]1[C@H]([C@@H]([C@H](C(O)(O1)CCN)NC(C)=O)O)O)(O)C1[C@@H](O)[C@@H](O)[C@H](O)[C@H](O1)CO dimannopyranosyl-β-aminoethyl-N-acetylglucosamine